O(P([O-])OP([O-])[O-])C1=C(C=C(C=C1)C1=CC=CC=C1)C1=C(C=C(C=C1)C(C)(C)C)C(C)(C)C (2,4-di-tert-butylphenyl)-4,4-biphenylyl diphosphite